ClCOC(C(C(=O)OCCl)(CC)CC)=O Bis(chloromethyl)diethylmalonate